C[Si](C)(C)C#CC1=CC(=C(CO)C=C1)OC 4-((trimethylsilyl)ethynyl)-2-methoxy-benzyl alcohol